1-[[6-(difluoromethyl)-2-(methoxymethyl)imidazo[2,1-b][1,3,4]thiadiazol-5-yl]methyl]-3-[2,2-difluorocyclopropyl]-2H-pyrrol-5-one FC(C=1N=C2SC(=NN2C1CN1CC(=CC1=O)C1C(C1)(F)F)COC)F